3-(isoquinolin-4-yl)-6-(trifluoromethyl)-5,6,7,8-tetrahydroquinazoline-2,4(1H,3H)-dione C1=NC=C(C2=CC=CC=C12)N1C(NC=2CCC(CC2C1=O)C(F)(F)F)=O